(S)-3-(2,4-difluorophenyl)-N-(7-((4-hydroxytetrahydro-2H-pyran-4-yl)ethynyl)-5-methyl-4-Oxo-2,3,4,5-tetrahydrobenzo[b][1,4]oxazepine-3-yl)imidazo[2,1-b]thiazole-6-carboxamide FC1=C(C=CC(=C1)F)C=1N2C(SC1)=NC(=C2)C(=O)N[C@@H]2C(N(C1=C(OC2)C=CC(=C1)C#CC1(CCOCC1)O)C)=O